BrC1=CC=C(C(=O)N([C@@H](C(C)C)CN2CCCCC2)C)C=C1 4-Bromo-N-methyl-N-[(1S)-2-methyl-1-(piperidin-1-ylmethyl)propyl]benzamide